SCC(CS)(CS)CS 1,1,1,1-tetrakis(mercaptomethyl)methane